3-amino-1,8-bis(but-3-en-1-yloxy)anthracene-9,10-dione NC=1C=C(C=2C(C3=C(C=CC=C3C(C2C1)=O)OCCC=C)=O)OCCC=C